[Pd].[Pd].C(C1=CC=CC=C1)CC(C)=O Benzylacetone dipalladium